CC1(C(N=C(N=C1)Cl)NCCCP(OCC)OCC)CC1=CC=C(C=C1)OC methyl-2-chloro-4-((3-(diethoxyphosphino)propyl)amino)-5-(4-methoxybenzyl)-5H-pyrimidin